P(=O)(O)(O)[O-].[Al+3].P(O)(O)(O)=O.P(=O)(O)(O)[O-].P(=O)(O)(O)[O-] phosphoric acid aluminum dihydrogen phosphate